Cl.C(CCCCCCCCCCC)OC([C@@H](N)CC(C)C)=O L-leucine dodecyl ester hydrochloride